C(C)(C)(C)OC(=O)N1[C@H](CN(CC1)C1=NC(=NC2=C(C(=C(C=C12)Cl)Br)F)Cl)C (S)-4-(7-bromo-2,6-dichloro-8-fluoroquinazolin-4-yl)-2-methylpiperazine-1-carboxylic acid tert-butyl ester